C(C)(C)(C)OC(=O)N1[C@@H](CCC1)COCCCBr (2S)-2-(3-Bromopropoxymethyl)pyrrolidine-1-carboxylic acid tert-butyl ester